CC1=CC=C(C=C1)S(=O)(=O)O.C(C)OC=1C(=NC=CC1)OC=1C=C(C=NC1)C1=NC=C(C=N1)C(=O)N[C@@H]1CNC[C@H](C1)F 2-{5-[(3-Ethoxypyridin-2-yl)oxy]pyridin-3-yl}-N-[(3S,5S)-5-fluoropiperidin-3-yl]pyrimidine-5-carboxamide, p-toluenesulfonate Salt